N-({5-chloro-6-[6-(methylamino)-3-pyridyl]-2-indolyl}methyl)acetamide ClC=1C=C2C=C(NC2=CC1C=1C=NC(=CC1)NC)CNC(C)=O